(±)-(4Z)-4-(1,3-Benzothiazol-6-ylmethylene)-2-[[cis-2-hydroxycycloheptyl]amino]-1H-imidazol-5-one S1C=NC2=C1C=C(C=C2)\C=C\2/N=C(NC2=O)N[C@H]2[C@H](CCCCC2)O |r|